COCCN1N=CC(=C1)C(=O)O 1-(2-methoxyethyl)-1H-pyrazole-4-carboxylic acid